S1C(=NC2=C1C=CC=C2)NC2=C(C=C(N=N2)N(C=2SC(=C(N2)C(=O)O)CCCOC2=C(C=C(C=C2)C#CCN(C)C)F)CCCCCO)C 2-[[6-(1,3-benzothiazol-2-ylamino)-5-methyl-pyridazin-3-yl]-(5-hydroxypentyl)amino]-5-[3-[4-[3-(dimethylamino)prop-1-ynyl]-2-fluoro-phenoxy]propyl]thiazole-4-carboxylic acid